N-(2-methoxy-5-(1-((4-methyl-4H-1,2,4-triazol-3-yl)thio)ethyl)phenyl)quinoline-2-carboxamide COC1=C(C=C(C=C1)C(C)SC1=NN=CN1C)NC(=O)C1=NC2=CC=CC=C2C=C1